N-(6-amino-5-ethylpyridin-3-yl)-2-((5S)-5-methyl-2-(1'-methyl-2'-oxo-1',4'-dihydro-2'H-spiro[cyclopropan-1,3'-quinolin]-6'-yl)piperidin-1-yl)-2-oxoacetamide NC1=C(C=C(C=N1)NC(C(=O)N1C(CC[C@@H](C1)C)C=1C=C2CC3(C(N(C2=CC1)C)=O)CC3)=O)CC